N1N=NC=2N=C(N=CC21)C=2C=CC(=C(C(=O)NC1=CC=C(C=C1)OC(C(F)F)(F)F)C2)F 5-(1H-[1,2,3]triazolo[4,5-d]pyrimidin-5-yl)-2-fluoro-N-(4-(1,1,2,2-tetrafluoroethoxy)phenyl)-benzamide